FC=1C=C(C(=NC1)OC)[C@@H]1N(CCC1)C1=NC=2N(C=C1)N=CC2N2C(=NC=C2)N (R)-1-(5-(2-(5-fluoro-2-methoxypyridin-3-yl)pyrrolidin-1-yl)pyrazolo[1,5-a]Pyrimidin-3-yl)-1H-imidazol-2-amine